6-amino-5-(2-fluoro-5-nitrophenyl)-N-methylpyridinecarboxamide NC1=C(C=CC(=N1)C(=O)NC)C1=C(C=CC(=C1)[N+](=O)[O-])F